8-bromo-5,6-dichloroimidazo[1,5-a]pyridine BrC=1C=2N(C(=C(C1)Cl)Cl)C=NC2